NC1=NC=CC=C1C1(CC1)CC(C(=O)O)NC(=O)OC(C)(C)C 3-(1-(2-aminopyridin-3-yl)cyclopropyl)-2-(tert-butoxycarbonylamino)propionic acid